C(=O)C1=NC=C(C#N)C=C1 6-FORMYL-NICOTINONITRILE